N-behenoyl-tryptophan C(CCCCCCCCCCCCCCCCCCCCC)(=O)N[C@@H](CC1=CNC2=CC=CC=C12)C(=O)O